CO[C@@]1([C@@H]([C@@H]([C@H](O1)CO)O)O)N2C=CC(=O)NC2=O methoxyuridine